(S)-4-(1-aminoethyl)-2-methylbenzoic acid methyl ester hydrochloride Cl.COC(C1=C(C=C(C=C1)[C@H](C)N)C)=O